(R)-1-(4-chlorophenyl)-6-fluoro-4-oxo-7-(2-((pyridin-2-yloxy)methyl)pyrrolidin-1-yl)-1,4-dihydro-quinoline-3-carboxylic acid ClC1=CC=C(C=C1)N1C=C(C(C2=CC(=C(C=C12)N1[C@H](CCC1)COC1=NC=CC=C1)F)=O)C(=O)O